palladium tetra-fluoroborate F[B-](F)(F)F.[Pd+2].F[B-](F)(F)F